(3-{2-tert-butyl-5-[2-(piperidin-4-ylamino)pyrimidin-4-yl]-1,3-thiazol-4-yl}-2-fluorophenyl)propane-1-sulfonamide C(C)(C)(C)C=1SC(=C(N1)C=1C(=C(C=CC1)C(CC)S(=O)(=O)N)F)C1=NC(=NC=C1)NC1CCNCC1